dodecyl-dimethyl-3,4-dichlorobenzyl-ammonium chloride [Cl-].C(CCCCCCCCCCC)[N+](CC1=CC(=C(C=C1)Cl)Cl)(C)C